(2S)-2-amino-4-[{(1R)-1-[1-benzyl-4-(2,5-difluorophenyl)-1H-imidazol-2-yl]-2,2-dimethylpropyl}(propionyl)amino]-N-{2-[2-(2,5-dioxo-2,5-dihydro-1H-pyrrol-1-yl)ethoxy]ethyl}butanamide N[C@H](C(=O)NCCOCCN1C(C=CC1=O)=O)CCN(C(CC)=O)[C@H](C(C)(C)C)C=1N(C=C(N1)C1=C(C=CC(=C1)F)F)CC1=CC=CC=C1